FC=1C2=CN(N=C2C=C(C1)NC(=O)C1=CC=C(C=2C=C(OC21)C)N2CCNCC2)C N-(4-fluoro-2-methylindazol-6-yl)-2-methyl-4-(piperazin-1-yl)-1-benzofuran-7-carboxamide